ClC1=CC2=C(C3C(O2)C2=C(O3)C(=CC=C2)C2=CC(=C(CC3=NC4=C(N3CCOC)C=C(C=C4)C(=O)O)C(=C2)F)F)C=C1 2-(4-(7-chloro-4b,9b-dihydrobenzofuro[3,2-b]benzofuran-1-yl)-2,6-difluorobenzyl)-1-(2-methoxyethyl)-1H-benzo[d]imidazole-6-carboxylic acid